(S)-N-(3-(5-chloro-2-methoxyphenyl)-1-(2-hydroxypropyl)-1H-pyrazol-4-yl)pyrazolo[1,5-a]pyrimidine-3-carboxamide ClC=1C=CC(=C(C1)C1=NN(C=C1NC(=O)C=1C=NN2C1N=CC=C2)C[C@H](C)O)OC